C(C)(C)(C)OC(CN1CCC(CC1)C=1N=C2N(C=C(C(=C2)OC(C)C)C(NC2=CC=CC=C2)=O)C1)=O [4-[7-isopropoxy-6-(phenylcarbamoyl)imidazo[1,2-a]pyridin-2-yl]-1-piperidinyl]acetic acid tert-butyl ester